N-[2-{(3S)-4-methyl-3-[(methylamino)methyl]piperazin-1-yl}-4-phenoxy-3-(trifluoromethyl)phenyl]-2-(pyridazin-4-yl)-1,3-thiazole-4-carboxamide CN1[C@H](CN(CC1)C1=C(C=CC(=C1C(F)(F)F)OC1=CC=CC=C1)NC(=O)C=1N=C(SC1)C1=CN=NC=C1)CNC